6-[4-fluoro-2-(1,2,3,6-tetrahydropyridin-4-yl)-1,3-benzothiazol-6-yl]-8-methoxy-2-methylimidazo[1,2-b]pyridazine hydrochloride Cl.FC1=CC(=CC2=C1N=C(S2)C=2CCNCC2)C=2C=C(C=1N(N2)C=C(N1)C)OC